tert-butyl N-tert-butoxycarbonyl-N-[8-[4-[4-[(2,6-dioxo-3-piperidyl)amino]phenyl]-1-piperidyl]-7-hydroxy-octyl]carbamate C(C)(C)(C)OC(=O)N(C(OC(C)(C)C)=O)CCCCCCC(CN1CCC(CC1)C1=CC=C(C=C1)NC1C(NC(CC1)=O)=O)O